2-chloro-N-(5-((E)-2-(2-(((1r,4r)-4-(dimethylamino)cyclohexyl)amino)pyrimidin-5-yl)vinyl)-6-methoxypyridin-2-yl)-3,4-difluorobenzenesulfonamide ClC1=C(C=CC(=C1F)F)S(=O)(=O)NC1=NC(=C(C=C1)\C=C\C=1C=NC(=NC1)NC1CCC(CC1)N(C)C)OC